(3R)-3-(1,4-dimethyl-1H-benzotriazol-5-yl)-3-(7-{[(4R)-4-ethyl-8-methyl-1,1-dioxo-3,4-dihydro-2H-pyrido[2,3-b][1,4,5]oxathiazepin-2-yl]methyl}-2,3-dihydro-1H-inden-5-yl)propanoic acid CN1N=NC2=C1C=CC(=C2C)[C@H](CC(=O)O)C=2C=C1CCCC1=C(C2)CN2S(C1=C(O[C@@H](C2)CC)N=CC(=C1)C)(=O)=O